ClC1=CC2=C(C=N1)C(N(C2=O)CC2=CC=C(C=C2)OC)C2=C(C=CC=C2)C 6-chloro-2-[(4-methoxyphenyl)methyl]-3-(2-methylphenyl)-1H,2H,3H-pyrrolo[3,4-c]Pyridin-1-one